5,6,7,8-tetrahydro-pyrido[3,2-c]pyridazine N1=NC=CC2=C1CCCN2